C1=NC=CC2=CC=CC(=C12)C1=CC=2C(C3=CC=CC=C3C2C=C1)=O 2-(isoquinolin-8-yl)-9H-fluoren-9-one